C(CCCOCC(CC=CC(=O)[O-])O)OCC(CC=CC(=O)[O-])O 1,4-butanediylbis[oxy (2-hydroxy-3,1-propanediyl)]diacrylate